N-(2-(1-(2-(4-(2-(2,6-dioxopiperidin-3-yl)-1-oxoisoindolin-5-yl)piperazin-1-yl)ethyl)piperidin-4-yl)-7-methoxyimidazo[1,2-a]pyridin-6-yl)-6-(trifluoromethyl)pyridine-2-carboxamide O=C1NC(CCC1N1C(C2=CC=C(C=C2C1)N1CCN(CC1)CCN1CCC(CC1)C=1N=C2N(C=C(C(=C2)OC)NC(=O)C2=NC(=CC=C2)C(F)(F)F)C1)=O)=O